1-(5-(((1R,4R)-5-(cyclohexylmethyl)-2,5-diazabicyclo[2.2.1]heptan-2-yl)methyl)pyrazolo[1,5-a]pyridin-3-yl)dihydropyrimidine-2,4(1H,3H)-dione C1(CCCCC1)CN1[C@H]2CN([C@@H](C1)C2)CC2=CC=1N(C=C2)N=CC1N1C(NC(CC1)=O)=O